tert-butyl ((trans)-2-(3'-(6-aminopyridine-3-sulfonamido)-[1,1'-biphenyl]-4-yl)cyclopropyl)(4-((tert-butoxycarbonyl)amino)cyclohexyl)carbamate NC1=CC=C(C=N1)S(=O)(=O)NC=1C=C(C=CC1)C1=CC=C(C=C1)[C@H]1[C@@H](C1)N(C(OC(C)(C)C)=O)C1CCC(CC1)NC(=O)OC(C)(C)C